tert-butyl 3-(bromomethyl)-4'-fluoro-[1,1'-biphenyl]-2-carboxylate BrCC1=C(C(=CC=C1)C1=CC=C(C=C1)F)C(=O)OC(C)(C)C